C(C1=CC=CC=C1)(=O)NC1=NC(N(C=C1F)[C@@H]1O[C@]([C@H]([C@H]1CC(=O)O)OCC1=CC=CC=C1)(C)COCC1=CC=CC=C1)=O.CC1=CC=CC2=C(C3=CC=CC=C3C(=C12)OC(=O)CC(C)C)OC(=O)CC(C)C 1-methyl-9,10-bis(isobutylcarbonyloxy)anthracene [(2R,3R,4S,5R)-2-(4-benzamido-5-fluoro-2-oxo-pyrimidin-1-yl)-4-benzyloxy-5-(benzyloxymethyl)-5-methyl-tetrahydrofuran-3-yl]acetate